(1R,3S,5R)-2-(2-(3-acetyl-5-(2-methylpyrazolo[1,5-a]pyrimidin-6-yl)-1H-indol-1-yl)acetyl)-N-(6-bromopyridin-2-yl)-2-azabicyclo[3.1.0]hexane-3-carboxamide C(C)(=O)C1=CN(C2=CC=C(C=C12)C=1C=NC=2N(C1)N=C(C2)C)CC(=O)N2[C@@H]1C[C@@H]1C[C@H]2C(=O)NC2=NC(=CC=C2)Br